N-((2S)-3-cyclohexyl-1-((1-hydroxy-3-(2-oxo-1-azaspiro[4.5]decan-3-yl)propan-2-yl)amino)-1-oxopropan-2-yl)-4-methoxy-1H-indole-2-carboxamide C1(CCCCC1)C[C@@H](C(=O)NC(CO)CC1C(NC2(C1)CCCCC2)=O)NC(=O)C=2NC1=CC=CC(=C1C2)OC